NC1=NC=C(C(=O)O)C=C1 6-aminonicotinic acid